[Zr].[Ge].[Al] aluminum germanium zirconium